COC1=C(C=CC=C1)N1N=NC(=C1I)I 1-(o-methoxyphenyl)-4,5-diiodo-1,2,3-triazole